FC1=CC=C(C(=O)C2=NC=CC=C2CCN2C(C3=CC=CC=C3C2=O)=O)C=C1 2-(2-(2-(4-fluorobenzoyl)pyridin-3-yl)ethyl)isoindoline-1,3-dione